(R)-6-Amino-5-(2,2-difluoro-7-((5-methoxy-7-methyl-1H-indol-4-yl)methyl)-7-azaspiro[3.5]nonan-6-yl)picolinic acid NC1=C(C=CC(=N1)C(=O)O)[C@H]1CC2(CC(C2)(F)F)CCN1CC1=C2C=CNC2=C(C=C1OC)C